(2-Acetamido-5-(cyclopropylmethoxy)pyridin-4-yl)carbamic acid tert-butyl ester C(C)(C)(C)OC(NC1=CC(=NC=C1OCC1CC1)NC(C)=O)=O